methyl (2R,3S)-2-(1,1-dioxidothiomorpholino)-3-fluorobutanoate O=S1(CCN(CC1)[C@H](C(=O)OC)[C@H](C)F)=O